2-prop-2-ynyloxyethylmethanesulfonate C(C#C)OCCCS(=O)(=O)[O-]